C(#N)N1C[C@]2(CCC2C1)NC(C1=CC=C(C=C1)C=1C=NC=CC1NC1=CC=C(C=C1)F)=O N-((1R)-3-cyano-3-azabicyclo[3.2.0]heptan-1-yl)-4-(4-((4-fluorophenyl)amino)pyridin-3-yl)benzamide